O=C[C@H](O)[C@@H](O)[C@H](O)[C@H](O)C=O D-Glucodialdose